tert-butyl (4-bromo-2,5-difluorobenzyl)carbamate BrC1=CC(=C(CNC(OC(C)(C)C)=O)C=C1F)F